COC1=C(C=C(C=N1)NC(C=C)=O)\C=C\CC(C)C (E)-N-(6-methoxy-5-(4-methylpent-1-en-1-yl)pyridin-3-yl)acrylamide